C(C)(C)N1C(C(=CC2=CC(=CC=C12)[N+](=O)[O-])OCC(=O)NC)=O 2-[(1-isopropyl-6-nitro-2-oxoquinolin-3-yl)oxy]-N-methylacetamide